COCCC(C1=CC=C(C=C1)OC)C1=C(NC=2N(C1=O)N=C(C2N2CCCCC2)C2=CC=CC=C2)C 6-(3-methoxy-1-(4-methoxyphenyl)propyl)-5-methyl-2-phenyl-3-(piperidin-1-yl)pyrazolo[1,5-a]pyrimidin-7(4H)-one